FC([C@@H](C(C(=O)OCC)C1=CC=C(C=C1)F)C)(F)F Ethyl (3R)-4,4,4-trifluoro-2-(4-fluorophenyl)-3-methylbutanoate